[Al].[Nb] Niobium-Aluminum